Di-Methoxyisopropyl Peroxydicarbonate C(=O)(OC(COC)(C)OC)OOC(=O)[O-]